(1R,2S,4S,5R)-6-methoxycyclohexane-1,2,3,4,5-pental COC1[C@@H]([C@H](C([C@@H]([C@H]1C=O)C=O)C=O)C=O)C=O